tert-butyl 6'-(1-(3-acrylamidophenyl)-3-amino-1H-pyrazol-4-yl)-1'-oxo-2',3'-dihydro-1'H-spiro[azetidine-3,4'-isoquinoline]-1-carboxylate C(C=C)(=O)NC=1C=C(C=CC1)N1N=C(C(=C1)C=1C=C2C3(CNC(C2=CC1)=O)CN(C3)C(=O)OC(C)(C)C)N